C(C)(C)(C)OC(NC(COC1=CC(=C(C=C1)C)C(NC1(CC1)C1=C2C=CC=NC2=CC(=C1)C)=O)C)=O tert-Butyl(1-(4-methyl-3-((1-(7-methylquinolin-5-yl)cyclopropyl)carbamoyl)phenoxy)propan-2-yl)carbamate